N-(2-(3,4-dibenzyloxyphenyl)ethyl)-4-(4-benzyloxyphenyl)-2-butylamine hydrochloride Cl.C(C1=CC=CC=C1)OC=1C=C(C=CC1OCC1=CC=CC=C1)CCNC(C)CCC1=CC=C(C=C1)OCC1=CC=CC=C1